(2-aminoethyl)-1-methylpyridin-2(1H)-one NCCC=1C(N(C=CC1)C)=O